FC(OC=1C=C(C=CC1)C#CC=1C=CC=NC1)(F)F 5-((3-(trifluoromethoxy)phenyl)ethynyl)pyridine